Cl/C(/C(=O)O)=C(/C(=O)O)\C1=CC=C(C=C1Cl)Cl C2,4,6-trichlorophenyl-maleic acid